6-((1-(tert-butoxycarbonyl)piperidin-4-yl)amino)-2-methoxypyrimidine-4-carboxylic acid methyl ester COC(=O)C1=NC(=NC(=C1)NC1CCN(CC1)C(=O)OC(C)(C)C)OC